methyl 8-[4-(dimethylamino)-N-(7-ethoxy-6-fluoro-7-oxoheptyl)butanamido]octadecanoate CN(CCCC(=O)N(CCCCCC(C(=O)OCC)F)C(CCCCCCC(=O)OC)CCCCCCCCCC)C